ClC1=NC=C(C(=C1)N1CCC2(CCN(C2)C(=O)OC(C)(C)C)CC1)C#CC=1C=NN(C1)C tert-Butyl 8-(2-chloro-5-((1-methyl-1H-pyrazol-4-yl)ethynyl)pyridin-4-yl)-2,8-diazaspiro[4.5]decane-2-carboxylate